tert-butyl 4-[6-[2-cyano-3-[[(3R)-3-fluoropyrrolidin-1-yl]sulfonylamino]anilino]-4-oxo-quinazolin-3-yl]butanoate C(#N)C1=C(NC=2C=C3C(N(C=NC3=CC2)CCCC(=O)OC(C)(C)C)=O)C=CC=C1NS(=O)(=O)N1C[C@@H](CC1)F